COC1=C(C=C(C=C1)OC)C(C=1C(CC(CC1O)(C)C)=O)C=1C(CC(CC1O)(C)C)=O 2,2'-((2,5-dimethoxyphenyl)methylene)bis(3-hydroxy-5,5-dimethylcyclohex-2-en-1-one)